FC(C=1C=C(OC2=C(C=C(C=C2)S(=O)(=O)NC2=NC=NS2)Cl)C=C(C1)C(F)(F)F)(F)F 4-[3,5-bis(trifluoromethyl)phenoxy]-3-chloro-N-(1,2,4-thiadiazol-5-yl)benzene-1-sulfonamide